1-(2-(thiophen-2-yl)thiazol-4-yl)ethanamine hydrobromide Br.S1C(=CC=C1)C=1SC=C(N1)C(C)N